2-methyl-N-((5-(trifluoromethyl)pyridin-2-yl)methyl)propan-1-amine CC(CNCC1=NC=C(C=C1)C(F)(F)F)C